OCCCCC#CC1=C(C=CC(=C1)C)S(=O)(=O)N1[C@@H](CCC1)C(=O)OC methyl ((2-(6-hydroxyhex-1-yn-1-yl)-4-methylphenyl)sulfonyl)-L-prolinate